9-methyl-2-(2-methyl-2H-indazol-5-yl)-7-(piperazin-1-yl)-4H-pyrido[1,2-a]pyrimidin-4-one CC1=CC(=CN2C1=NC(=CC2=O)C2=CC1=CN(N=C1C=C2)C)N2CCNCC2